NC=1N=CC(=NC1OC=1C=NN(C1)C1CCN(CC1)C)C1=CC(=C(CNS(=O)(=O)C2CCOCC2)C(=C1)C)C N-(4-(5-amino-6-((1-(1-methylpiperidin-4-yl)-1H-pyrazol-4-yl)oxy)pyrazin-2-yl)-2,6-dimethylbenzyl)tetrahydro-2H-pyran-4-sulfonamide